COC(=O)C1=CC(=C2C(C(NC2=C1)=O)(Br)Br)Br 3,3,4-tribromo-2-oxoindoline-6-carboxylic acid methyl ester